ClC=1C=CC(=C(C=O)C1)C1=C(C=CC2=CC=CC=C12)CO 5-chloro-2-(2-(hydroxymethyl)naphthalen-1-yl)benzaldehyde